ClC=1C(=C(C=CC1F)NC(=O)N1[C@@H]2CC[C@H]1CC=1C(=NC=CC12)F)F (5R,8S)-N-(3-chloro-2,4-difluorophenyl)-1-fluoro-6,7,8,9-tetrahydro-5H-5,8-epiminocyclohepta[c]pyridine-10-carboxamide